FC1=C(C=CC=C1)N1N=CC(=C1)C=1C(=CC(N(C1)C)=O)C=1C=NC(=NC1)OC 5-(1-(2-fluorophenyl)-1H-pyrazol-4-yl)-4-(2-methoxypyrimidin-5-yl)-1-methylpyridin-2(1H)-one